(1S,4R)-2-azabicyclo[2.2.1]hept-2-ene [C@H]12N=C[C@H](CC1)C2